OCC=1N=C(SC1)C(=O)C1=CN(C2=CC=CC=C12)C(=O)OC(C)(C)C tert-Butyl 3-(4-(hydroxymethyl)thiazole-2-carbonyl)-1H-indole-1-carboxylate